[Si](C1=CC=CC=C1)(C1=CC=CC=C1)(C(C)(C)C)OC1(CC(C1)O)C 3-[(tert-butyldiphenylsilyl)oxy]-3-methylcyclobutan-1-ol